(R)-4-(3-hydroxy-3-methylpiperidin-1-yl)-2-(methylsulfanyl)-5,8-dihydropyrido[3,4-d]Pyrimidine-7(6H)-carboxylic acid tert-butyl ester C(C)(C)(C)OC(=O)N1CC=2N=C(N=C(C2CC1)N1C[C@](CCC1)(C)O)SC